bis(diphenylphosphino)ferrocene palladium [Pd].C1(=CC=CC=C1)P(C1=CC=CC=C1)[C-]1C=CC=C1.[C-]1(C=CC=C1)P(C1=CC=CC=C1)C1=CC=CC=C1.[Fe+2]